C(C)(C)OC=1C=C2C(=NN(C2=CC1)C1OCCCC1)C1=NC=CC(=N1)C1=CC=C(O1)CCC(=O)N 3-[5-[2-(5-isopropoxy-1-tetrahydropyran-2-yl-indazol-3-yl)pyrimidin-4-yl]-2-furyl]Propanamide